C1(=C(C=CC=C1)C1=NC(=NC(=N1)C1=CC=CC=C1)C1=C(C=CC=C1)C1=C2C=3C=CC(=CC3C3(C2=CC=C1)CCCCC3)C=3C=NC=CC3)C3=CC=CC=C3 2-([1,1'-biphenyl]-2-yl)-4-phenyl-6-(2-(2'-(pyridin-3-yl)spiro[cyclohexane-1,9'-fluoren]-5'-yl)phenyl)-1,3,5-triazine